ClC1=NC=C(C(=N1)Cl)C(=O)C1=CC=CC=C1 (2,4-dichloropyrimidin-5-yl)(phenyl)methanone